4-(4-((4-(5-(5-(difluoromethyl)-5H-pyrido[4,3-b]indol-7-yl)pyridin-2-yl)piperazin-1-yl)methyl)piperidin-1-yl)-2-(2,4-dioxotetrahydropyrimidine-1(2H)-yl)isoindoline-1,3-dione FC(N1C2=C(C=3C=CC(=CC13)C=1C=CC(=NC1)N1CCN(CC1)CC1CCN(CC1)C1=C3C(N(C(C3=CC=C1)=O)N1C(NC(CC1)=O)=O)=O)C=NC=C2)F